C(C1=CC=CC=C1)OC(=O)N[C@@H](CCC(=O)OC(C)(C)C)C(=O)NC1=CC(=CC=C1)F tert-Butyl (S)-4-(((benzyloxy)carbonyl)amino)-5-((3-fluorophenyl)amino)-5-oxopentanoate